Cl.FC=1C=C2C(=CC(=NC2=CC1)C(F)(F)F)OC1CCNCC1 6-fluoro-4-(piperidin-4-yloxy)-2-(trifluoromethyl)quinoline hydrochloride